OC(CC(C)=O)CC(C)=O hydroxymethylenediacetone